CC(CC)(C=1OC=CC1)[Sn](N(C)C)(N(C)C)N(C)C 1-methyl-1-(2-furyl)-propyl-tris(dimethylamino)tin